ClCC(=O)NC1=CC=CC=C1 CHLOROACETANILIDE